NC1=CC2=C(NN=N2)C=C1 5-amino-1H-benzotriazole